[SiH]1=CC=CC=C1.[N] nitrogen silainine